C1(CC1)C1=C(C(=NO1)C(F)(F)F)C1=NOC(=N1)[C@@H]1CC12CCN(CC2)S(=O)(=O)N (1R)-1-{3-[5-cyclopropyl-3-(trifluoromethyl)isoxazol-4-yl]-1,2,4-oxadiazol-5-yl}-6-azaspiro[2.5]octane-6-sulfonamide